2-(5-chloro-1H-indol-3-yl)-N-(5-chloro-6-fluoropyridin-2-yl)acetamide ClC=1C=C2C(=CNC2=CC1)CC(=O)NC1=NC(=C(C=C1)Cl)F